CN(C)CC1=C(C=C(C=C1)C=1N=C(C=2C=CC(=C(C2C1)N)C)N)C(F)(F)F (4-((dimethylamino)methyl)-3-(trifluoromethyl)phenyl)-6-methylisoquinoline-1,5-diamine